4-(5-(methoxycarbonyl)thiophen-2-yl)butanoic acid COC(=O)C1=CC=C(S1)CCCC(=O)O